FC=1C=C(C(=O)C2=C(C3=C(S2)C=C(C=C3)OC)OC3=CC=C(OCCN2CC(N(CC2)CCC(=O)[O-])CC)C=C3)C=CC1 3-(4-(2-(4-((2-(3-Fluorobenzoyl)-6-methoxybenzo[b]thiophen-3-yl)oxy)phenoxy)ethyl) Ethyl piperazin-1-yl)propionate